5-(2-oxo-2-(7-(4-(trifluoromethyl)phenoxy)-3,4-dihydroisoquinolin-2(1H)-yl)ethyl)imidazolidine-2,4-dione O=C(CC1C(NC(N1)=O)=O)N1CC2=CC(=CC=C2CC1)OC1=CC=C(C=C1)C(F)(F)F